4-(((2S,4R)-1-([1,1'-biphenyl]-4-yl)-5-ethoxy-4-methyl-5-oxopentan-2-yl)amino)-4-oxobutanoic acid ammonium salt [NH4+].C1(=CC=C(C=C1)C[C@H](C[C@H](C(=O)OCC)C)NC(CCC(=O)[O-])=O)C1=CC=CC=C1